FC1=C(C=CC=C1)C=CP(OC1CCCCC1)=O cyclohexyl (2-fluorophenyl)vinylphosphinate